CC1=NC=CC(=C1)B1OC(C(O1)(C)C)(C)C 2-methyl-4-(4,4,5,5-tetramethyl-1,3,2-dioxaborol-2-yl)pyridine